[Li].ClC1=CN=C2N1C=C(C=C2C(=O)O)C=C 3-chloro-6-vinylimidazo[1,2-a]pyridine-8-carboxylic acid lithium